(3-aminopyrazolo[1,5-c]pyrimidin-2-yl)(3-bromopyridin-4-yl)methanone NC=1C(=NN2C=NC=CC21)C(=O)C2=C(C=NC=C2)Br